5-(3-(1-(difluoromethyl)-1H-pyrazol-4-yl)phenyl)-1H-pyrazole-3-carboxylic acid FC(N1N=CC(=C1)C=1C=C(C=CC1)C1=CC(=NN1)C(=O)O)F